N-(5-bromo-2,3-dihydro-1H-inden-2-yl)-N-methylcarbamic acid tert-butyl ester C(C)(C)(C)OC(N(C)C1CC2=CC=C(C=C2C1)Br)=O